ClC1=CC2=C(C=N1)N=NN2CC=2N=C1N(C=C(C=C1)C1CC1)C2 6-chloro-1-((6-cyclopropylimidazo[1,2-a]pyridin-2-yl)methyl)-1H-[1,2,3]triazolo[4,5-c]pyridine